BrC1=C(C=CC=C1)C1=NC(=NO1)C1=CC2=C(N(N=N2)CC(=O)O)C=C1 2-(5-(5-(2-bromo-phenyl)-1,2,4-oxadiazol-3-yl)-1H-benzo[d][1,2,3]triazol-1-yl)acetic acid